ClC1=NC=CC2=C(C=CC=C12)N1C(C(=CC2=CC=C(C=C12)OC(F)F)C(=O)[O-])=O 1-(1-chloroisoquinolin-5-yl)-7-(difluoromethoxy)-2-oxo-1,2-dihydroquinoline-3-carboxylate